C(C=C)(=O)NC=1SC(=CN1)CN1CCC(CC1)C(=O)NC(C)C1=CC=CC=C1 1-((2-acrylamidothiazol-5-yl)methyl)-N-(1-phenylethyl)piperidine-4-carboxamide